N-(2,3-dihydro-1,4-benzoxazin-4-yl)-4-(1,1-dioxo-1,4-thiazinan-4-yl)-8-(2,3,5-trifluorophenyl)quinoline-3-carboxamide trimethyl-hexyl-isononanoate CC(C(C(=O)O)(CCCCCC)C)(CCCC(C)C)C.O1CCN(C2=C1C=CC=C2)NC(=O)C=2C=NC1=C(C=CC=C1C2N2CCS(CC2)(=O)=O)C2=C(C(=CC(=C2)F)F)F